N,N-Dimethylazetidin-3-amine CN(C1CNC1)C